α-2-indolylglycine N1C(=CC2=CC=CC=C12)C(N)C(=O)O